1-(4-(1,4-dimethyl-1H-pyrazol-5-yl)-5-fluoropyrimidin-2-yl)-N-hydroxy-N-((1-methyl-1H-pyrazol-5-yl)methyl)piperidine-4-carboxamide CN1N=CC(=C1C1=NC(=NC=C1F)N1CCC(CC1)C(=O)N(CC1=CC=NN1C)O)C